ClC1=CC=C2C=CN=C(C2=C1)OCCN1CCC(CC1)F 7-Chloro-1-(2-(4-fluoropiperidin-1-yl)ethoxy)isoquinoline